6-((2-(2-((tert-Butyldiphenylsilyl)oxy)ethoxy)ethyl)amino)undecane-1,11-diyl bis(3-cyclopentadecylpropanoate) C1(CCCCCCCCCCCCCC1)CCC(=O)OCCCCCC(CCCCCOC(CCC1CCCCCCCCCCCCCC1)=O)NCCOCCO[Si](C1=CC=CC=C1)(C1=CC=CC=C1)C(C)(C)C